C(C)(C)(C)OC(=O)NCCCC1=C(C=CC(=C1F)F)NC1=C(C(=O)O)C=C(C=C1)C(F)(F)F 2-((2-(3-((tert-Butoxycarbonyl)amino)propyl)-3,4-difluorophenyl)amino)-5-(trifluoromethyl)benzoic acid